C1(CC1)C1=C(C=CC(=C1F)F)[N+](=O)[O-] 2-cyclopropyl-3,4-difluoro-1-nitrobenzene